COC=1N=CC2=C(N1)CN(CC2)C(=O)C2=C(OC=1N=CN=C(C12)NC1(CC1)C)C 5-{2-methoxy-5h,6h,7h,8h-pyrido[3,4-d]pyrimidine-7-carbonyl}-6-methyl-N-(1-methylcyclopropyl)furo[2,3-d]pyrimidin-4-amine